benzyl 3-(2-(tert-butoxycarbonyl)-3-methylbutoxy)azetidine-1-carboxylate C(C)(C)(C)OC(=O)C(COC1CN(C1)C(=O)OCC1=CC=CC=C1)C(C)C